5-(3,6-dihydro-2H-pyran-4-yl)-N4-(2-fluoro-5-nitrophenyl)-N2-(1-methyl-1H-pyrazol-4-yl)pyrimidine-2,4-diamine O1CCC(=CC1)C=1C(=NC(=NC1)NC=1C=NN(C1)C)NC1=C(C=CC(=C1)[N+](=O)[O-])F